C1=CC=CC2=C1C=CC=CC=C2 cyclooctabenzene